2,4-Dihydroxy-2',3'-dimethoxybenzophenone OC1=C(C(=O)C2=C(C(=CC=C2)OC)OC)C=CC(=C1)O